COCC=1C=C(C=CC1)C1=C(N=CN1)C=1N=C2C=C(C=NC2=CC1)C=1C=NN(C1)CCN 2-[4-[6-[5-[3-(methoxymethyl)phenyl]-1H-imidazol-4-yl]-1,5-naphthyridin-3-yl]pyrazol-1-yl]ethanamine